rel-[(2R,4S)-4-[2-(2-ethoxypyridin-3-yl)-1'-[3-methoxy-2-(trifluoromethyl)phenyl]spiro[6,8-dihydro-1,7-naphthyridine-5,4'-piperidine]-7-yl]oxolan-2-yl]methanamine formate salt C(=O)O.C(C)OC1=NC=CC=C1C1=NC=2CN(CC3(CCN(CC3)C3=C(C(=CC=C3)OC)C(F)(F)F)C2C=C1)[C@H]1C[C@@H](OC1)CN |o1:39,41|